CC(CN)NC 1,N1-Dimethylethane-1,2-diamine